4-methyl-N-(4-(oxoarsanyl)phenyl)benzenesulfonamide CC1=CC=C(C=C1)S(=O)(=O)NC1=CC=C(C=C1)[As]=O